4-[9-(4-chloro-2-fluoro-phenyl)-2,3-dimethyl-4-oxo-pyrazino[1,2-a]pyrimidin-7-yl]-N-hydroxy-tetrahydropyran-2-carboxamidine ClC1=CC(=C(C=C1)C1=NC(=CN2C1=NC(=C(C2=O)C)C)C2CC(OCC2)C(=N)NO)F